3',3'-diaminobenzidine NC1(CC(C2=CC=C(N)C=C2)=CC=C1N)N